N1N=NC(=C1)CN(C(=O)NC1=CC(=C(C=C1)F)Cl)[C@H](C)C1=CNC(C2=CC=CC=C12)=O (R)-1-((1H-1,2,3-triazol-4-yl)methyl)-3-(3-chloro-4-fluorophenyl)-1-(1-(1-oxo-1,2-dihydroisoquinolin-4-yl)ethyl)urea